NC(CC(C(=O)O)(C)C)CC1=CC=C(C=C1)NCC(=O)O 4-amino-5-(4-((carboxymethyl)amino)phenyl)-2,2-dimethylpentanoic acid